3-amino-2-methoxy-3-(phenoxymethyl)-2,3-dihydro-1H-benzo[f]isoindol-1-one NC1(N(C(C=2C=C3C(=CC12)C=CC=C3)=O)OC)COC3=CC=CC=C3